FC=1C=C2CO[C@@](C2=CC1)(C)[C@@H]1NCCC1 (R)-2-((R)-5-fluoro-1-methyl-1,3-dihydroisobenzofuran-1-yl)pyrrolidine